N-(2,4,6-trimethylbenzyl)imidazole CC1=C(CN2C=NC=C2)C(=CC(=C1)C)C